(5S,6R)-6-((S)-5H-Imidazo[5,1-a]isoindol-5-yl)-5,6,7,8-tetrahydroisochinolin-5-ol C=1N=CN2C1C1=CC=CC=C1[C@@H]2[C@@H]2[C@@H](C=1C=CN=CC1CC2)O